P(=O)([O-])([O-])[O-].N1N=[NH+]N=C1.N1N=[NH+]N=C1.N1N=[NH+]N=C1 3-tetrazolium phosphate